(2S,4R)-1-[(2S)-2-(4-cyclopropyltriazol-1-yl)-3,3-dimethyl-butanoyl]-4-hydroxy-N-[1-(1-methylpyrazol-4-yl)sulfonyl-4-piperidyl]pyrrolidine-2-carboxamide C1(CC1)C=1N=NN(C1)[C@H](C(=O)N1[C@@H](C[C@H](C1)O)C(=O)NC1CCN(CC1)S(=O)(=O)C=1C=NN(C1)C)C(C)(C)C